N,N,N'-trimethyl-N'-hydroxyethylethanediamine CN(C(C)N(CCO)C)C